1-((9H-fluoren-9-yl) methyl) 2-benzyl (R)-1-(2-((tert-butoxycarbonyl) amino)-4-((methylsulfonyl) oxy) butyl)-2-methylhydrazine-1,2-dicarboxylate C(C)(C)(C)OC(=O)N[C@@H](CN(N(C(=O)OCC1=CC=CC=C1)C)C(=O)OCC1C2=CC=CC=C2C=2C=CC=CC12)CCOS(=O)(=O)C